tert-butyl (2-chloro-4-(4,4-difluorocyclohex-1-en-1-yl)pyridin-3-yl)carbamate ClC1=NC=CC(=C1NC(OC(C)(C)C)=O)C1=CCC(CC1)(F)F